C(=O)(O)C=1SC=C(C1)B(O)O 2-CARBOXYTHIOPHENE-4-BORONIC ACID